ClC=1C=C2C(=CN1)NC(=C2)C(=O)N(C)[C@@H]2COCC=1NC(C=3C=C(C(=CC3C12)F)F)=O (S)-5-chloro-N-(8,9-difluoro-6-oxo-1,4,5,6-tetrahydro-2H-pyrano[3,4-c]isoquinolin-1-yl)-N-methyl-1H-pyrrolo[2,3-c]pyridine-2-carboxamide